C=1N=CN2C1C1=CC=CC=C1[C@H]2[C@H]2COC1=CC(=CC=C1[C@@H]2O)S(=O)(=O)C (3S,4R)-3-((R)-5H-imidazo[5,1-a]isoindol-5-yl)-7-(methylsulfonyl)chroman-4-ol